(N'-(5-(1-(pyrimidin-2-yl)ethyl)((5-(trifluoromethyl)pyridin-2-yl)methyl)carbamoyl)pyridin-2-ylcarbamoyl)glycine tert-butyl ester C(C)(C)(C)OC(CNC(N(C(NCC=1N=CC(CC1)(C(F)(F)F)C(C)C1=NC=CC=N1)=O)C1=NC=CC=C1)=O)=O